(2S,6R)-tert-butyl 4-(5-(methoxycarbonyl)pyridin-2-yl)-2,6-dimethylpiperazine-1-carboxylate COC(=O)C=1C=CC(=NC1)N1C[C@@H](N([C@@H](C1)C)C(=O)OC(C)(C)C)C